O[C@H]1[C@@H](OC[C@@H]([C@H]1O)C[C@@H]1O[C@H]1[C@@H](C)[C@H](C)O)C/C(=C/C(=O)OCCCCCCCCC(=O)O)/C 9-[(E)-4-[(2S,3R,4R,5S)-3,4-dihydroxy-5-[[(2S,3S)-3-[(2S,3S)-3-hydroxybutan-2-yl]oxiran-2-yl]methyl]oxan-2-yl]-3-methylbut-2-enoyl]oxynonanoic acid